C1(=CC=CC=2C3=CC=CC=C3CC12)Cl fluorenyl chloride